NC1=NC=C(C=C1C=1C=C2CCNC(C2=CC1)=O)C1=CC(=C(C(=C1)C)C(=O)N1[C@H](CCC1)C)C (S)-6-(2-amino-5-(3,5-dimethyl-4-(2-methylpyrrolidine-1-carbonyl)phenyl)pyridin-3-yl)-3,4-dihydroisoquinolin-1(2H)-one